ClC1=C(C=CC=C1)C=1N=C(SC1F)N(N)C 4-(2-chlorophenyl)-5-fluoro-2-(1-methylhydrazino)thiazole